(2S)-2-[[2-(3-methyl-4-methylsulfonyl-anilino)-5-(1H-triazol-5-yl)pyrimidin-4-yl]amino]-2-phenyl-ethanol CC=1C=C(NC2=NC=C(C(=N2)N[C@H](CO)C2=CC=CC=C2)C2=CN=NN2)C=CC1S(=O)(=O)C